FC=1C=C(C=C(C1)F)/C=C/C=O (E)-3-(3,5-difluorophenyl)acrolein